(S)-2-((4-(6-((7-cyanobenzofuran-4-yl)methoxy)pyridin-2-yl)piperidin-1-yl)methyl)-1-(oxetane-2-ylmethyl)-1H-benzo[d]imidazole-6-carboxylate C(#N)C1=CC=C(C=2C=COC21)COC2=CC=CC(=N2)C2CCN(CC2)CC2=NC1=C(N2C[C@H]2OCC2)C=C(C=C1)C(=O)[O-]